methyl 8-[4-(1-methylpiperidin-4-yl)benzamido]quinoline-5-carboxylate CN1CCC(CC1)C1=CC=C(C(=O)NC2=CC=C(C=3C=CC=NC23)C(=O)OC)C=C1